4-(3-(6-chloro-2-oxo-4-phenyl-1,2-dihydroquinolin-3-yl)-5-(pyridin-2-yl)-4,5-dihydro-1H-pyrazol-1-yl)-4-oxobutanoic acid ClC=1C=C2C(=C(C(NC2=CC1)=O)C1=NN(C(C1)C1=NC=CC=C1)C(CCC(=O)O)=O)C1=CC=CC=C1